NC[C@H](CC(C1(CC1)C)NC(OC(C)(C)C)=O)[C@@H](C)NC(OC(C)(C)C)=O Di-tert-butyl ((3S,4R)-3-(aminomethyl)-1-(1-methylcyclopropyl)pentane-1,4-diyl)dicarbamate